O=C1N(C2=C([C@@H](N1)C1=C(C=C(C#N)C=C1)S(=O)(=O)C)C(CC2)=O)C2=CC(=CC=C2)C(F)(F)F |r| racemic-4-(2,5-dioxo-1-(3-(trifluoromethyl)phenyl)-2,3,4,5,6,7-hexa-hydro-1H-cyclopentapyrimidin-4-yl)-3-(methylsulfonyl)benzonitrile